OCCC=1C=C(C=CC1)N1C(N=C(C=C1)NC(=O)N1CCN(CC1)C(C(C)(C)NC(OC(C)(C)C)=O)=O)=O t-butyl (1-(4-((1-(3-(2-hydroxyethyl)phenyl)-2-oxo-1,2-dihydropyrimidin-4-yl)carbamoyl)piperazin-1-yl)-2-methyl-1-oxopropan-2-yl)carbamate